bis-(isononanoyl)-1,2-cyclohexanedicarboxylate C(CCCCCC(C)C)(=O)OC(=O)C1C(CCCC1)C(=O)OC(CCCCCC(C)C)=O